COC1=CC=C(C=N1)[N+](=O)[O-] 6-methoxy-3-nitropyridin